(2S,3S)-3-(2-chloro-5-fluoro-7H-pyrrolo[2,3-d]pyrimidin-7-yl)bicyclo[2.2.2]octane-2-carboxylic acid ethyl ester C(C)OC(=O)[C@H]1C2CCC([C@@H]1N1C=C(C3=C1N=C(N=C3)Cl)F)CC2